[1,2,4]triazolo[4,3-b]pyridazin-6-yl(piperazin-1-yl)ethan-1-one N=1N=CN2N=C(C=CC21)CC(=O)N2CCNCC2